(S)-2-(3-(2-(3-fluoroazetidin-1-yl)ethyl)-5-methyl-6-oxopyridazine-1(6H)-yl)-4-methylpentanoic acid methyl ester COC([C@H](CC(C)C)N1N=C(C=C(C1=O)C)CCN1CC(C1)F)=O